FC1=C(C=CC=C1)N1C(N(C(C1)C#N)C1=CN=CC2=CC=CC=C12)=O 1-(2-fluorophenyl)-3-(isoquinolin-4-yl)-2-oxoimidazolidine-4-carbonitrile